Tetrahydropteridinone N1C(NCC2NC=CN=C12)=O